BrC=1C=C(C(N(C1)CC(=O)N)NC1=C(C=CC=C1)C)F (E)-2-(5-bromo-3-fluoro-2-(tolylamino)pyridin-1(2H)-yl)acetamide